tert-butyl (S)-4-((9-((diisopropylcarbamoyl)oxy)-4-ethyl-4-hydroxy-3,14-dioxo-3,4,12,14-tetrahydro-1H-pyrano[3',4':6,7]indolizino[1,2-b]quinolin-10-yl)methyl)piperazine-1-carboxylate C(C)(C)N(C(=O)OC1=C(C=2C=C3C(=NC2C=C1)C1=CC2=C(C(N1C3)=O)COC([C@]2(O)CC)=O)CN2CCN(CC2)C(=O)OC(C)(C)C)C(C)C